C(C1=CC=CC=C1)OC(=O)NC1(CN(C1)C(=O)OC(C)(C)C)COC1=CC(=C(C=C1)C#N)F tert-Butyl 3-(((benzyloxy)carbonyl)amino)-3-((4-cyano-3-fluorophenoxy)methyl)azetidine-1-carboxylate